(R)-4-((6'-chloro-5-(2-fluoropropan-2-yl)-[2,3'-bipyridin]-4'-yl)amino)butan-2-ol ClC1=CC(=C(C=N1)C1=NC=C(C=C1)C(C)(C)F)NCC[C@@H](C)O